tert-butyl 6-amino-3-azabicyclo[3.1.0]hexane-3-carboxylate NC1C2CN(CC12)C(=O)OC(C)(C)C